ClCCN1N=CC(=C1C=O)[N+](=O)[O-] 1-(2-chloroethyl)-4-nitro-1H-pyrazole-5-carbaldehyde